N-(3-methyl-2,3,4,5-tetrahydro-1H-benzo[d]azepin-7-yl)acetamide tert-butyl-(1-(2-methoxy-5-methyl-4-propylphenyl)propan-2-yl)carbamate C(C)(C)(C)N(C(O)=O)C(CC1=C(C=C(C(=C1)C)CCC)OC)C.CN1CCC2=C(CC1)C=C(C=C2)NC(C)=O